2,3-dimethylbutane-2,3-diyl dicarbamate C(N)(OC(C)(C(C)(C)OC(N)=O)C)=O